5-[[6-[5-(Difluoromethyl)-2-thienyl]pyrazolo[4,3-b]pyridin-1-yl]methyl]pyridine-3-carbonitrile FC(C1=CC=C(S1)C=1C=C2C(=NC1)C=NN2CC=2C=C(C=NC2)C#N)F